Tert-Butyl 2-chloro-6-[3-(3,3,3-trifluoropropoxy)pyrazol-1-yl]pyridine-3-carboxylate ClC1=NC(=CC=C1C(=O)OC(C)(C)C)N1N=C(C=C1)OCCC(F)(F)F